BrC=1C=C(C=NC1OC)NC=C1C(OC(OC1=O)(C)C)=O 5-{[(5-bromo-6-methoxypyridin-3-yl)amino]methylene}-2,2-dimethyl-1,3-dioxane-4,6-dione